CC(C)(C)OC(=O)N1C(CC=CC1)C1NNC(CC1)C(=O)OCC [6-(ethoxycarbonyl)-1,2-diazacyclohexan-3-yl]-1,2,3,6-tetrahydropyridine-1-carboxylic acid-2-methylpropan-2-yl ester